tert-butyl (3-(3-(5-cyanopyridin-2-yl)-3,8-diazabicyclo[3.2.1]octan-8-yl)-3-oxopropyl)(methyl)carbamate C(#N)C=1C=CC(=NC1)N1CC2CCC(C1)N2C(CCN(C(OC(C)(C)C)=O)C)=O